Methyl 4-amino-1-(4-aminophenyl)-7-((2,2,2-trifluoroethyl)amino)-2-oxo-1,2-dihydro-1,8-naphthyridine-3-carboxylate NC1=C(C(N(C2=NC(=CC=C12)NCC(F)(F)F)C1=CC=C(C=C1)N)=O)C(=O)OC